COC=1C(=CC2=CN(N=C2C1)C1CCC(CC1)NC(CC)=O)C(=O)NC=1C=NN2C1N=CC=C2 6-methoxy-2-((1r,4r)-4-(N-methylacetylamino)cyclohexyl)-N-(pyrazolo[1,5-a]pyrimidin-3-yl)-2H-indazole-5-carboxamide